C(C1=CC=CC=C1)N1[C@@H]([C@@H]2CC[C@H](C1)N2C(=O)OC(C)(C)C)CO Tert-butyl (1S,2S,5R)-3-benzyl-2-(hydroxymethyl)-3,8-diazabicyclo[3.2.1]octane-8-carboxylate